2-methyl-γ-butyrolactone CC1C(=O)OCC1